(1R,5S,6r)-3-(5-(5-fluoro-2',7-dimethyl-1H,2'H-[3,4'-biindazol]-1-yl)pyridin-2-yl)-3-azabicyclo[3.1.0]hexane-6-carboxylic acid FC=1C=C2C(=NN(C2=C(C1)C)C=1C=CC(=NC1)N1C[C@H]2C([C@H]2C1)C(=O)O)C=1C2=CN(N=C2C=CC1)C